5-cyano-6-(2,6-diphenylpyrimidin-4-yl)benzene C(#N)C=1C=CC=CC1C1=NC(=NC(=C1)C1=CC=CC=C1)C1=CC=CC=C1